[N+](=O)([O-])C=1C=CC2=C(C(OC2)=S)C1 6-nitro-2-benzofuran-1(3H)-thione